ClC=1C=C(C=CC1Cl)C(N1CC(CC1)O)C1CCNCC1 1-((3,4-dichlorophenyl)(piperidin-4-yl)methyl)pyrrolidin-3-ol